undecylacrylamidomethanesulfonic acid C(CCCCCCCCCC)C(S(=O)(=O)O)NC(C=C)=O